FC1=CC=C(C=C1)NC(=O)C1(CC1)C(=O)NC1=CC=C(C=C1)OC1=CC=NC2=CC(=C(C=C12)C=1OC=CN1)OCC(C)O 1-N'-(4-fluorophenyl)-1-N-[4-[7-(2-hydroxypropoxy)-6-(1,3-oxazol-2-yl)quinolin-4-yl]oxyphenyl]cyclopropane-1,1-dicarboxamide